CC1(OB(OC1(C)C)C1=CCCNC1)C 5-(4,4,5,5-tetramethyl-1,3,2-dioxaborolan-2-yl)-1,2,3,6-tetrahydropyridine